OC(C(=O)[O-])C.[Ca+2].OC(C(=O)[O-])C calcium α-hydroxypropionate